dodecylbenzenesulfonic acid tributylbenzylammonium salt C(CCC)[N+](CC1=CC=CC=C1)(CCCC)CCCC.C(CCCCCCCCCCC)C1=C(C=CC=C1)S(=O)(=O)[O-]